COC(C(CC(=O)OC)=CC1=CC(=CC=C1)OCC)=O 3-ethoxybenzylidene-succinic acid dimethyl ester